2-(7-(3-(difluoromethoxy)-5-fluorophenyl)-4-oxo-1-((3-(trifluoromethyl)phenyl)sulfonyl)-1,2-dihydroquinazolin-3(4H)-yl)-N-methylethylsulfonamide FC(OC=1C=C(C=C(C1)F)C1=CC=C2C(N(CN(C2=C1)S(=O)(=O)C1=CC(=CC=C1)C(F)(F)F)CCS(=O)(=O)NC)=O)F